CC1=CC=2C3=C(NC2C=C1)C(N(C=N3)CCCCN3CCN(CC3)C3=CC(=CC=C3)C(F)(F)F)=O 8-methyl-3-(4-(4-(3-(trifluoromethyl)phenyl)piperazin-1-yl)butyl)-3,5-dihydro-4H-pyrimido[5,4-b]indol-4-one